1,2-dipivaloyl-sn-glycerol C(C(C)(C)C)(=O)OC[C@@H](OC(C(C)(C)C)=O)CO